(2S)-2-[4'-(Cyclopropylmethyl)-[1,1'-biphenyl]-4-yl]-3-hydroxy-N-[(1R)-1-phenylethyl]propenamide C1(CC1)CC1=CC=C(C=C1)C1=CC=C(C=C1)C(C(=O)N[C@H](C)C1=CC=CC=C1)=CO